(R)-6-amino-4-(4-((dimethyl(oxo)-λ6-sulfaneylidene)amino)-6-(3-methylmorpholino)pyrimidin-2-yl)picolinonitrile NC1=CC(=CC(=N1)C#N)C1=NC(=CC(=N1)N=S(=O)(C)C)N1[C@@H](COCC1)C